6-bromo-3-((1-methyl-1H-imidazol-4-yl)methyl)benzo[d]oxazol-2(3H)-one BrC1=CC2=C(N(C(O2)=O)CC=2N=CN(C2)C)C=C1